C(#N)C1=CC=C(CNC(=O)C2=CC=3C(=C(N=NC3)OCC3(CC3)S(=O)(=O)N3C[C@@H](CC3)O)N(C2=O)C)C=C1 (R)-N-(4-cyanobenzyl)-8-((1-((3-hydroxypyrrolidin-1-yl)sulfonyl)cyclopropyl)methoxy)-1-methyl-2-oxo-1,2-dihydropyrido[2,3-d]pyridazine-3-carboxamide